NCC=1C=NC(=NC1)C1=C(C=C(C#N)C=C1)OC1=NC(=NC(=C1)NCC(F)(F)F)C 4-[5-(aminomethyl)pyrimidin-2-yl]-3-[2-methyl-6-(2,2,2-trifluoroethylamino)pyrimidin-4-yl]oxybenzonitrile